1-monocetyl-glycerol ethyl-(3-(3-fluoro-4-((2-isopropyl-1H-imidazol-1-yl)methyl)phenyl)-5-isobutylthiophen-2-yl)sulfonylcarbamate C(C)N(C(=O)OC(COCCCCCCCCCCCCCCCC)CO)S(=O)(=O)C=1SC(=CC1C1=CC(=C(C=C1)CN1C(=NC=C1)C(C)C)F)CC(C)C